Br[C@H](C(=O)NC=1SC(=CN1)OC1=CC(=CC=C1)F)C (S)-2-bromo-N-(5-(3-fluorophenoxy)thiazol-2-yl)propanamide